Cl.O=[S@@]1C2=C([C@H](CC1)CN)C=CS2 ((4s,7s)-7-Oxido-5,6-dihydro-4H-thieno[2,3-b]thiopyran-4-yl)methanamine hydrochloride